di(carbazolyl)spirobifluorene C1(=CC=CC=2C3=CC=CC=C3NC12)C1=C(C2(C3=CC4=CC=CC=C4C3=C1)C=CC=C1C3=CC=CC=C3C=C12)C1=CC=CC=2C3=CC=CC=C3NC12